2-(t-butyldiphenylsiloxy)ethanol tert-butyl-(1S,4S)-5-((6-aminopyridin-3-yl)methyl)-2,5-diazabicyclo[2.2.1]heptane-2-carboxylate C(C)(C)(C)[C@]12N(C[C@@H](N(C1)CC=1C=NC(=CC1)N)C2)C(=O)OCCO[Si](C2=CC=CC=C2)(C2=CC=CC=C2)C(C)(C)C